COC(C(C)NC1=CC(=C(C(=O)OC)C=C1)OC)OC Methyl 4-((1,1-dimethoxypropan-2-yl)amino)-2-methoxybenzoate